4-(2-isopropoxypropan-2-yl)thiazol-2-amine C(C)(C)OC(C)(C)C=1N=C(SC1)N